6-(4-chlorophenyl)-N-(1-cyclopropyl-2-hydroxyethyl)-3-oxo-2-(pyridin-3-yl)-2,3-dihydropyridazine-4-carboxamide ClC1=CC=C(C=C1)C=1C=C(C(N(N1)C=1C=NC=CC1)=O)C(=O)NC(CO)C1CC1